8-bromo-5-chloro-3,4-dihydro-1H-pyrano[4,3-c]quinoline BrC=1C=CC=2C3=C(C(=NC2C1)Cl)CCOC3